(5-((3-((6-amino-2-fluoro-9H-purin-9-yl)methyl)benzyl)oxy)pyridin-3-yl)methanol tert-Butyl-4-(4,6-dichloropyrimidine-5-carbonyl)piperidine-1-carboxylate C(C)(C)(C)C1N(CCC(C1)C(=O)C=1C(=NC=NC1Cl)Cl)C(=O)OCC=1C=NC=C(C1)OCC1=CC(=CC=C1)CN1C2=NC(=NC(=C2N=C1)N)F